(5-chloro-4-[(6R)-6-(hydroxymethyl)-5-oxa-8-azaspiro[3.5]nonan-8-yl]pyrimidin-2-ylamino)benzenesulfonamide ClC=1C(=NC(=NC1)NC1=C(C=CC=C1)S(=O)(=O)N)N1C[C@@H](OC2(CCC2)C1)CO